(S)-N-ethyl-6-methoxy-N-(2,2,2-trifluoro-1-(4-fluorophenyl)ethyl)pyridazine-4-sulfonamide C(C)N(S(=O)(=O)C1=CN=NC(=C1)OC)[C@H](C(F)(F)F)C1=CC=C(C=C1)F